2-chloro-1-(2-ethoxyethyl)-5-trifluoromethoxy-1H-indole-3-carboxaldehyde ClC=1N(C2=CC=C(C=C2C1C=O)OC(F)(F)F)CCOCC